6-(2,6-dichloro-4-(6-cyano-3,5-dioxo-4,5-dihydro-1,2,4-triazin-2(3H)-yl)-phenoxy)-4,4-dimethyl-2,3,4,9-tetrahydro-1H-pyrido[3,4-b]indole-1-carboxamide ClC1=C(OC=2C=C3C4=C(NC3=CC2)C(NCC4(C)C)C(=O)N)C(=CC(=C1)N1N=C(C(NC1=O)=O)C#N)Cl